FC1=CC=C(C=C1)NC(=O)C=1COC2=C(C1)C=CC=C2 N-(4-fluorophenyl)-2H-benzopyran-3-carboxamide